3-(4-Chloro-2-methyl-2H-indazol-5-yl)-5-methyl-6-((1R,2R,4S)-2-(methylamino)-7-azabicyclo[2.2.1]heptan-7-yl)-1,5-dihydro-4H-pyrazolo[3,4-d]pyrimidin-4-one ClC=1C2=CN(N=C2C=CC1C1=NNC=2N=C(N(C(C21)=O)C)N2[C@H]1[C@@H](C[C@@H]2CC1)NC)C